3-(4-fluorophenyl)-1-methylurea FC1=CC=C(C=C1)NC(NC)=O